C1(=CC=CC=C1)C(C=O)=CC 2-trans-phenylbutenal